(4,4-difluoropiperidin-1-yl)quinoline-4-carboxylic acid FC1(CCN(CC1)C1=NC2=CC=CC=C2C(=C1)C(=O)O)F